2-indazol-2-yl-2-methyl-benzamide N=1N(C=C2C=CC=CC12)C1(C(C(=O)N)C=CC=C1)C